Benzyl 4-(4-chlorobenzamido)-3-hydroxypiperidine-1-carboxylate ClC1=CC=C(C(=O)NC2C(CN(CC2)C(=O)OCC2=CC=CC=C2)O)C=C1